7-allyl-2-amino-1H-purin-6(7H)-one C(C=C)N1C=NC=2N=C(NC(C12)=O)N